N1=CC=C(C=C1)CN1N=CC=C1 (pyridin-4-ylmethyl)-1H-pyrazol